ethyl [4-(3-amino-1H-indazol-5-yl)pyridin-2-yl]carbamate NC1=NNC2=CC=C(C=C12)C1=CC(=NC=C1)NC(OCC)=O